N=1C=CN2C1N(CCC2)C=2C=NC=1CCN(CC1C2)C2=NC=NC1=CC(=C(C=C21)F)F 4-(3-(6,7-dihydroimidazo[1,2-a]pyrimidin-8(5H)-yl)-7,8-dihydro-1,6-naphthyridin-6(5H)-yl)-6,7-difluoroquinazoline